Cl.CC1(CCC(CC1)C=1CCCC2=C(C1C1=CC(=CC=C1)O[C@H]1CN(CC1)CCCF)C=CC(=C2)C(=O)O)C (R)-8-(4,4-dimethylcyclohexyl)-9-(3-((1-(3-fluoropropyl)pyrrolidin-3-yl)oxy)phenyl)-6,7-dihydro-5H-benzo[7]annulene-3-carboxylic acid, hydrochloride